C1(CCCC1)CON O-(Cyclopentylmethyl)hydroxylamine